5-((3,4-Difluorobenzyl)amino)-3-fluoro-1-(2-(2-hydroxyethoxy)ethyl)-1H-pyrazolo[4,3-d]pyrimidin-7(6H)-one FC=1C=C(CNC=2NC(C3=C(N2)C(=NN3CCOCCO)F)=O)C=CC1F